O1COC2=CC(CC=C)=CC=C12 safrole